ClC1=C(C=CC2=C1C(=NCC=1N2C(=NN1)CCOC)C1=C(C=CC=C1F)F)Cl 7,8-dichloro-6-(2,6-difluorophenyl)-1-(2-methoxyethyl)-4H-[1,2,4]triazolo[4,3-a][1,4]benzodiazepine